C1(CCC1)N1N=CC(=C1)C1=C(C(=O)OC)C=C(C=C1)NC(=O)C1(CC1)C1=C(C=C(C=C1)C)F Methyl 2-(1-cyclobutyl-1H-pyrazol-4-yl)-5-({[1-(2-fluoro-4-methylphenyl) cyclopropyl] carbonyl} amino)benzoate